3,4-Epoxy-6-methylcyclohexylmethyl-3,4-epoxy-6-methyl-cyclohexencarboxylat CC1CC2C(CC1COC(=O)C1=CC3C(CC1C)O3)O2